4-aminophenyl-4-[4-(4-aminophenoxy)phenyl]2,3-naphthyridin-1-one NC1=CC=C(C=C1)C1=C2C(=NNC(C2=CC=C1)=O)C1=CC=C(C=C1)OC1=CC=C(C=C1)N